ClC1=C(C=CC=C1)CC(=O)NC1=CC(=C(C=C1)C=1C=NC=C(C1)N1CCCC1)S(N)(=O)=O 2-(2-chlorophenyl)-N-{4-[5-(pyrrolidin-1-yl)pyridin-3-yl]-3-sulfamoylphenyl}acetamide